C(C)OC(=O)C=1C[C@H]2O[C@H]2[C@@H](C1)O (1R,5R,6S)-5-hydroxy-7-oxabicyclo[4.1.0]hept-3-ene-3-carboxylic acid ethyl ester